C(C)N1N=CC(=C1)CN 1-(1-ethyl-1H-pyrazol-4-yl)methylamine